(2S,3S)-2-(diphenylmethyl)-N-[2-methoxy-5-(2-methyl-2-propanyl)benzyl]quinuclidin-3-amine C1(=CC=CC=C1)C([C@@H]1N2CCC([C@@H]1NCC1=C(C=CC(=C1)C(C)(C)C)OC)CC2)C2=CC=CC=C2